1-(4-(4,4,5,5-tetramethyl-1,3,2-dioxaborolan-2-yl)benzyl)-1H-1,2,4-triazole CC1(OB(OC1(C)C)C1=CC=C(CN2N=CN=C2)C=C1)C